N1C=NC2=C1C=CC(=C2)N2C(NC(C2C2=CC=C(C=C2)C=2N=NN(N2)CC(F)(F)F)=O)=O 1-(1H-Benzimidazol-5-yl)-5-{4-[2-(2,2,2-trifluoroethyl)-2H-tetrazol-5-yl]phenyl}-imidazolidine-2,4-dione